4-[(1S,2S)-2-[6-(2,4-dimethoxypyrimidin-5-yl)imidazo[1,2-b]pyridazin-8-yl]cyclopropyl]quinoline COC1=NC=C(C(=N1)OC)C=1C=C(C=2N(N1)C=CN2)[C@@H]2[C@H](C2)C2=CC=NC1=CC=CC=C21